3-isopropyl-6-(4-methoxyphenyl)-5-methyl-2-phenylpyrazolo[1,5-a]pyrimidin-7(4H)-one C(C)(C)C=1C(=NN2C1NC(=C(C2=O)C2=CC=C(C=C2)OC)C)C2=CC=CC=C2